1-methyl-3-propyl-imidazolium tetrafluoroborate F[B-](F)(F)F.CN1C=[N+](C=C1)CCC